5-ethyl-5-{2-fluoro-4-[4-(3,5,6-trimethylpyridin-2-yl)piperazine-1-carbonyl]phenyl}imidazolidine-2,4-dione C(C)C1(C(NC(N1)=O)=O)C1=C(C=C(C=C1)C(=O)N1CCN(CC1)C1=NC(=C(C=C1C)C)C)F